ClC1=C(C(=C(C=C1OC)OC)Cl)C1=NC(=C2C=C(N=CC2=C1)N[C@H]1[C@H](CN(C1)C=1C=NNC1)NC(C=C)=O)NC1COC1 N-((3S,4R)-4-((7-(2,6-dichloro-3,5-dimethoxyphenyl)-5-(oxetan-3-ylamino)-2,6-naphthyridin-3-yl)amino)-1-(1H-pyrazol-4-yl)pyrrolidin-3-yl)acrylamide